C(C1=CC=CC=C1)OC(=O)N[C@H](C=1N=C2N(N=C(C=C2)CC2(C(N[C@@H](C2)C(F)(F)F)=O)C(=O)O)C1)C1CCC(CC1)(F)F (5S)-3-((2-((S)-(((benzyloxy)carbonyl)amino)(4,4-difluorocyclohexyl)methyl)imidazo[1,2-b]pyridazin-6-yl)methyl)-2-oxo-5-(trifluoromethyl)pyrrolidine-3-carboxylic acid